ClC=1C(=C(C=CC1Cl)O)C(C)C1=CC=NC=C1 3,4-dichloro-2-[1-(pyridin-4-yl)ethyl]phenol